N=1N2C(=CC1[C@H]1[C@@H](CC1)C=1NC(C3=C(N1)N(N=C3C#N)[C@H](C)C=3C=NC(=CC3)C(F)(F)F)=O)CCC2 6-((1R,2R)-2-(5,6-dihydro-4H-pyrrolo[1,2-b]pyrazol-2-yl)cyclobutyl)-4-oxo-1-((R)-1-(6-(trifluoromethyl)pyridin-3-yl)ethyl)-4,5-dihydro-1H-pyrazolo[3,4-d]pyrimidine-3-carbonitrile